C1(CC1)[C@H]1C2=C(N(C([C@H]1NC(C1=CC(=CC=C1)C(F)(F)F)=O)=O)CC)N(N=C2)C2=CC=CC=C2 (4S,5S)-4-cyclopropyl-7-ethyl-6-oxo-1-phenyl-5-(3-(trifluoromethyl)benzamido)-4,5,6,7-tetrahydro-1H-pyrazolo[3,4-b]pyridine